1-(tert-butyl)-N-(3-fluoro-4-((1-isopropyl-2-oxo-2,3-dihydro-1H-imidazo[4,5-b]pyridine-7-yl)oxy)phenyl)-5-(trifluoromethyl)-1H-pyrazole-4-carboxamide C(C)(C)(C)N1N=CC(=C1C(F)(F)F)C(=O)NC1=CC(=C(C=C1)OC1=C2C(=NC=C1)NC(N2C(C)C)=O)F